CC1=CC=C(C=C1)S(=O)(=O)N[C@@H](C(N1CCOCCOCCOCC1)=O)CC(C)C (R)-4-methyl-N-(4-methyl-1-oxo-1-(1,4,7-trioxa-10-azacyclododecan-10-yl)-pent-2-yl)benzenesulfonamide